NC=1C2=C(N=CN1)N(C(=C2C2=C1C=NN(C1=CC=C2)C)C#CC2CN(C2)[C@H]2[C@H](CN(CC2)C(=O)OC(C)(C)C)O)C tert-butyl (3S,4R)-4-(3-{2-[4-amino-7-methyl-5-(1-methyl-1H-indazol-4-yl)-7H-pyrrolo[2,3-d]pyrimidin-6-yl]ethynyl}azetidin-1-yl)-3-hydroxypiperidine-1-carboxylate